5-(methoxy-d3)-2,2-dimethyl-4H-benzo[d][1,3]dioxin-4-one C(OC1=CC=CC=2OC(OC(C21)=O)(C)C)([2H])([2H])[2H]